1-(tert-butyl) 3-(pent-4-yn-1-yl) (S)-3-methyl-6-oxocyclohex-1-ene-1,3-dicarboxylate C[C@]1(C=C(C(CC1)=O)C(=O)OC(C)(C)C)C(=O)OCCCC#C